NCCC=1C=NC(=NC1)C1=C(C=C(C#N)C=C1)OC=1N(N=C(C1)N(C)CC)C 4-[5-(2-aminoethyl)pyrimidin-2-yl]-3-[5-[ethyl(methyl)amino]-2-methylpyrazol-3-yl]oxybenzonitrile